2-methyl-1-pentyl-1H-indol-3-yl-(4-methoxy-1-naphthyl)methane CC=1N(C2=CC=CC=C2C1CC1=CC=C(C2=CC=CC=C12)OC)CCCCC